N4-[2-(4-[(2R,6S)-2,6-dimethylmorpholin-4-yl]methyl-4-methoxypiperidin-1-yl)-3-fluorophenyl]-N1,N1-dimethylbenzene-1,4-disulfonamide C[C@@H]1CN(C[C@@H](O1)C)CC1(CCN(CC1)C1=C(C=CC=C1F)NS(=O)(=O)C1=CC=C(C=C1)S(=O)(=O)N(C)C)OC